7-ethyl-2-phenyl-naphtho[2,1-d]oxazole C(C)C=1C=C2C=CC=3N=C(OC3C2=CC1)C1=CC=CC=C1